CC(C=NCCOCCO)(COC(C)=O)C N-(2,2-dimethyl-3-acetoxypropylidene)-2-(2-amino-ethoxy)ethan-1-ol